C(#C)C1=CC=C(C=C1)[C@H](COC)NC(=O)[C@H]1N(C[C@@H](C1)O)C([C@H](C(C)(C)C)NC(CCCCCCC(=O)O)=O)=O 8-(((S)-1-((2S,4R)-2-(((R)-1-(4-ethynylphenyl)-2-methoxyethyl)carbamoyl)-4-hydroxypyrrolidin-1-yl)-3,3-dimethyl-1-oxobutan-2-yl)amino)-8-oxooctanoic acid